(S)-2-bromo-N-(1-phenylethyl)acetamide BrCC(=O)N[C@@H](C)C1=CC=CC=C1